N1C=C(C=2C=NC=CC21)CC2C(N(C(N2)=S)C(C)C)=O (Z)-5-((1H-pyrrolo[3,2-c]pyridin-3-yl)methyl)-3-isopropyl-2-thioxoimidazolidin-4-one